C1=NC=CC2=CC(=CC=C12)COC1=CC=CC(=N1)C1CCN(CC1)[C@@H](C)C1=NC2=C(N1C[C@H]1OCC1)C=C(C=C2)C(=O)OC Methyl 2-((S)-1-(4-(6-(isoquinolin-6-ylmethoxy) pyridin-2-yl) piperidin-1-yl) ethyl)-1-(((S)-oxetan-2-yl) methyl)-1H-benzo[d]imidazole-6-carboxylate